methacrylyloxyethyltrimethyl-ammonium bromide [Br-].C(C(=C)C)(=O)OCC[N+](C)(C)C